[Si](C)(C)(C(C)(C)C)O[C@H]1C[C@H](C2C1C(=NO2)C=2C=CC(=C(C(=O)OC)C2)OC)O[Si](C)(C)C(C)(C)C methyl 5-((4S,6R)-4,6-bis((tert-butyldimethylsilyl)oxy)-3a,5,6,6a-tetrahydro-4H-cyclopenta[d]isoxazol-3-yl)-2-methoxybenzoate